ClC1=CC=C(C=C1)C12CC3(CC(CC(C1)C3)C2)C(C)NC(C)C {1-[3-(4-Chloro-phenyl)-adamantan-1-yl]ethyl}-isopropyl-amine